[I].[I].S1C=NC2=C1N=CS2 thiazolo[5,4-d]thiazole Diiodine